5-bromo-4-methyl-2-phenoxypyridine BrC=1C(=CC(=NC1)OC1=CC=CC=C1)C